acryloyloxy-4-hydroxytetrahydrofuran C(C=C)(=O)OC1OCC(C1)O